8-cyclopentyl-2-((1-(ethylsulfonyl)piperidin-4-yl)amino)-6-hydroxypterin C1(CCCC1)N1C=C(N=C2C(NC(N=C12)(N)NC1CCN(CC1)S(=O)(=O)CC)=O)O